O.Cl.Cl di-hydrochloride mono-hydrate